bis(3,5-dibutyl-4-hydroxyphenyl) adipate C(CCCCC(=O)OC1=CC(=C(C(=C1)CCCC)O)CCCC)(=O)OC1=CC(=C(C(=C1)CCCC)O)CCCC